4-(4'-(1H-imidazol-1-yl)-[1,1'-biphenyl]-4-yl)-1H-1,2,3-triazole-5-carboxylic acid N1(C=NC=C1)C1=CC=C(C=C1)C1=CC=C(C=C1)C=1N=NNC1C(=O)O